Monoisononyl cyclohexanedicarboxylate C1(CCCCC1)(C(=O)OCCCCCCC(C)C)C(=O)[O-]